fluoroisatin C1=CC=C2C(=C1)C(=O)C(=O)N2F